C(=O)O.C(C)N1C(N(C(C12CCN(CC2)CC2CCOCC2)=O)CC2=CC=C(C=C2)C(F)(F)F)=O Ethyl-8-((tetrahydro-2H-pyran-4-yl)methyl)-3-(4-(trifluoromethyl)benzyl)-1,3,8-triazaspiro[4.5]decane-2,4-dione formate